FC(CN(CCO)CC)F 2-((2,2-difluoroethyl)(ethyl)amino)ethan-1-ol